N-(3-(2-((methyl(2-(methylamino)ethyl)-amino)methyl)-5,6-dihydro-4H-pyrrolo[1,2-b]pyrazol-3-yl)-cyclopentyl)-propionamide CN(CCNC)CC=1C(=C2N(N1)CCC2)C2CC(CC2)NC(CC)=O